ClC=1N=NC(=CC1\C=C\C)Cl 3,6-Dichloro-4-[(1E)-prop-1-en-1-yl]pyridazine